ClC=1C(=C(C=CC1)CNC(CN[C@@H]1[C@H](CCC1)O)=O)F N-(3-chloro-2-fluorophenylmethyl)-2-(((1S,2S)-2-hydroxycyclopentyl)amino)acetamide